NC=1C=2N(C=CN1)C(=NC2C2=C(C=C(C=C2F)C(NC2=NC=CC(=C2)C(F)(F)F)=O)OCC)[C@H]2C([C@](CC2)(C(=O)O)C)(C)C (1S,3R)-3-[8-amino-1-(2-ethoxy-6-fluoro-4-{[4-(trifluoromethyl)pyridin-2-yl]carbamoyl}phenyl)imidazo[1,5-a]pyrazin-3-yl]-1,2,2-trimethylcyclopentanecarboxylic acid